CC1=C(C(NC(=C1)C)=O)CNC(=O)C=1C=2C=CC(NC2C=C(C1)C1=CC(=C(C=C1)C)OC)=O N-((4,6-dimethyl-2-oxo-1,2-dihydropyridin-3-yl)methyl)-7-(3-methoxy-4-methylphenyl)-2-oxo-1,2-dihydroquinoline-5-carboxamide